CN1C(C(C2=C(C=C(C=C12)C)C)(C)CC(=O)OC)=O methyl 2-(1,3,4,6-tetramethyl-2-oxoindolin-3-yl)acetate